N,N-dimethyl-5,6-methylenedioxy-tryptamine CN(CCC1=CNC2=CC3=C(C=C12)OCO3)C